[Te].[Si] silicon-tellurium